The molecule is a steroid glucuronide anion that is the conjugate base of 4-hydroxy-17beta-estradiol 3-O-(beta-D-glucuronide) arising from deprotonation of the carboxylic acid function; major species at pH 7.3. It is a steroid glucosiduronic acid anion, a beta-D-glucosiduronate and a monocarboxylic acid anion. It is a conjugate base of a 4-hydroxy-17beta-estradiol 3-O-(beta-D-glucuronide). C[C@]12CC[C@H]3[C@H]([C@@H]1CC[C@@H]2O)CCC4=C3C=CC(=C4O)O[C@H]5[C@@H]([C@H]([C@@H]([C@H](O5)C(=O)[O-])O)O)O